ClC1=C(C=C(C=C1)Cl)C1=NC(=NC=C1)C(=O)NC1=C(C=C(C=C1C)OCCO)CC 4-(2,5-Dichlorophenyl)-N-(2-ethyl-4-(2-hydroxyethoxy)-6-methylphenyl)pyrimidine-2-carboxamide